C1(=CC=CC=C1)N(C1=CC=C(C2=CC=C(N(C3=CC=CC4=CC=CC=C34)C3=CC=CC=C3)C=C2)C=C1)C1=CC=CC2=CC=CC=C12 diphenyl-N,N'-di(1-naphthyl)-benzidine